tert-butyl 4-(6,7-dichloro-4-(2,6-diethylphenyl)-2,3-dioxo-3,4-dihydropyrido[2,3-b]pyrazin-1(2H)-yl)piperidine-1-carboxylate ClC=1C(=CC2=C(N(C(C(N2C2CCN(CC2)C(=O)OC(C)(C)C)=O)=O)C2=C(C=CC=C2CC)CC)N1)Cl